BrC=1C=NC(=NC1)N1C[C@@H](CC1)F (R)-5-Bromo-2-(3-fluoropyrrolidin-1-yl)pyrimidine